tert-butyl (S)-2-amino-3-cyclopropylpropanoate N[C@H](C(=O)OC(C)(C)C)CC1CC1